FC1=CC(=C(C=C1)N1CN(C(C2=CC=C(C=C12)C(F)(F)F)=O)C1=CC(NC(N1)=O)=O)C 6-(1-(4-fluoro-2-methylphenyl)-4-oxo-7-(trifluoromethyl)-1,4-dihydroquinazolin-3(2H)-yl)pyrimidine-2,4(1H,3H)-dione